racemic-trans-2-(4-methylphenylsulfonylamino)cyclohexanecarboxylic acid CC1=CC=C(C=C1)S(=O)(=O)N[C@H]1[C@@H](CCCC1)C(=O)O |r|